CC(CC(=O)C1=C(C(=C(OCC2=NC=C(C=N2)C=2C(=C(C(=O)OC)C=CC2)OC)C=C1)C)O)(C)C methyl 3-(2-((4-(3,3-dimethylbutanoyl)-3-hydroxy-2-methylphenoxy)methyl)pyrimidin-5-yl)-2-methoxybenzoate